(R)-4-((2,4-dimethoxybenzyl)amino)-N-methyl-N-(7-(trifluoromethyl)isochroman-4-yl)imidazo[1,5-a]quinoxaline-8-carboxamide COC1=C(CNC=2C=3N(C4=CC(=CC=C4N2)C(=O)N([C@H]2COCC4=CC(=CC=C24)C(F)(F)F)C)C=NC3)C=CC(=C1)OC